2,3,4-trifluoro-5-vinyl-benzoic acid FC1=C(C(=O)O)C=C(C(=C1F)F)C=C